ClC1=C(C=NC=C1)N1CC(CC1)CN(C(OC(C)(C)C)=O)C tert-butyl ((1-(4-chloropyridin-3-yl)pyrrolidin-3-yl)methyl)(methyl)carbamate